ClC1=CC=C(C=C1)NS(=O)(=O)C=1C=C(C=NC1OC)NC(C1=CC(=CC=C1)C1C(CCC1)=O)=O N-(5-(N-(4-chlorophenyl)sulfamoyl)-6-methoxypyridin-3-yl)-3-(2-oxocyclopentyl)benzamide